2-hexanoylthioethyltrimethoxysilane C(CCCCC)(=O)SCC[Si](OC)(OC)OC